(S)-N-(4-isopropoxy-2-(3-((methylamino)methyl)piperidin-1-yl)-3-(trifluoromethyl)phenyl)-2-(pyridazin-4-yl)thiazole-4-carboxamide C(C)(C)OC1=C(C(=C(C=C1)NC(=O)C=1N=C(SC1)C1=CN=NC=C1)N1C[C@@H](CCC1)CNC)C(F)(F)F